(Dl)-Asparagine N[C@@H](CC(N)=O)C(=O)O |r|